N-[[(cyclopropylmethoxy)amino][6-(difluoromethoxy)-2,3-difluorophenyl]methylene]benzeneacetamide C1(CC1)CONC(=NC(CC1=CC=CC=C1)=O)C1=C(C(=CC=C1OC(F)F)F)F